dodecyldimethylmethacrylamidopropylammonium tosylate S(=O)(=O)([O-])C1=CC=C(C)C=C1.C(CCCCCCCCCCC)[N+](CCCNC(C(=C)C)=O)(C)C